OC1=C(C=C(C(=O)OC)C=C1I)I methyl 4-hydroxy-3,5-diiodobenzoate